COC(CCSC1=CC=C(C=C1)CC=1C(=NC=2N(C1N(C)C)N=CN2)C)=O.C(C)C2(COC2)CC2=CC=C(C=C2)C2=CC=C(C=C2)CC2(COC2)CC bis[(3-ethyl-3-oxetanyl)methyl]biphenyl methyl-3-((4-((7-(dimethylamino)-5-methyl-[1,2,4]triazolo[1,5-a]pyrimidin-6-yl)methyl)phenyl)thio)propanoate